(R)-3'-(isoxazolidin-3-yl)-[1,1'-biphenyl]-3-carboxylic acid methyl ester COC(=O)C=1C=C(C=CC1)C1=CC(=CC=C1)[C@@H]1NOCC1